N-lauroyl-alanine behenyl ester C(CCCCCCCCCCCCCCCCCCCCC)OC([C@@H](NC(CCCCCCCCCCC)=O)C)=O